2-(2-methyl-5-nitroimidazol-1-yl)ethanol CC=1N(C(=CN1)[N+](=O)[O-])CCO